(4-fluorophenyl)-N-[4-methyl-3-[[3-(9-tetrahydropyran-2-ylpurin-6-yl)-2-pyridyl]amino]-phenyl]pyrazole-3-carboxamide FC1=CC=C(C=C1)C=1C(=NNC1)C(=O)NC1=CC(=C(C=C1)C)NC1=NC=CC=C1C1=C2N=CN(C2=NC=N1)C1OCCCC1